N-(1-(3-((4-amino-7-methyl-5-(4-phenoxyphenyl)-7H-pyrrolo[2,3-d]pyrimidin-6-yl)ethynyl)cyclobutyl)piperidin-4-yl)acrylamide NC=1C2=C(N=CN1)N(C(=C2C2=CC=C(C=C2)OC2=CC=CC=C2)C#CC2CC(C2)N2CCC(CC2)NC(C=C)=O)C